(1S)-2-[4,6-bis(trifluoromethyl)-1,3,5-triazin-2-yl]-6-chloro-1-[(oxan-3-yl)methyl]-2,3,4,9-tetrahydro-1H-pyrido[3,4-b]indole FC(C1=NC(=NC(=N1)C(F)(F)F)N1[C@H](C=2NC3=CC=C(C=C3C2CC1)Cl)CC1COCCC1)(F)F